Cl.FC(C=1C(=C(C=CC1)[C@@H](C)NC(=O)C1=CN(C(C=C1NC1CCN(CC1)C)=O)C1(CNC1)C)F)F (R)-N-(1-(3-(difluoromethyl)-2-fluorophenyl)ethyl)-1-(3-methylazetidin-3-yl)-4-((1-methylpiperidin-4-yl)amino)-6-oxo-1,6-dihydropyridine-3-carboxamide hydrochloride